3,5-dimethyl-1,2-oxazol-4-amine CC1=NOC(=C1N)C